[N+]1(=CC=CC=C1)P(=S)([S-])SP(=S)([S-])[N+]1=CC=CC=C1 pyridin-1-ium-1-yl-[pyridin-1-ium-1-yl(sulfido)phosphinothioyl]sulfanyl-sulfido-thioxo-phosphane